C1(CC1)C1=CC(=NN1)NC1=NC(=NC=C1)N(C1CCC(CC1)NC(OC1=CC=CC=C1)=O)C phenyl ((1R,4R)-4-((4-((5-cyclopropyl-1H-pyrazol-3-yl)amino) pyrimidin-2-yl)(methyl)amino)cyclohexyl)carbamate